CN(CC(COCCCCCCCC\C=C/CC=CCCCCC)OC(CCC)O[C@@H]1CC2=CC[C@H]3[C@@H]4CC[C@H]([C@@H](CCCC(C)C)C)[C@]4(CC[C@@H]3[C@]2(CC1)C)C)C 3-dimethylamino-2-(cholest-5-en-3β-oxybutan-4-oxy)-1-(cis-9,12-octadecadienyloxy)propane